tert-butyl(2-hydroxyethyl)((6-((2-methyl-3-(4,4,5,5-tetramethyl-1,3,2-dioxaborolan-2-yl)phenyl)carbamoyl)pyridin-3-yl)methyl)carbamate C(C)(C)(C)OC(N(CC=1C=NC(=CC1)C(NC1=C(C(=CC=C1)B1OC(C(O1)(C)C)(C)C)C)=O)CCO)=O